(2R,3R,11bR)-3-(2,2-dimethylpropyl)-9-(2-hydroxy-2-methylpropyloxy)-10-methoxy-1H,2H,3H,4H,6H,7H,11bH-pyrido[2,1-a]isoquinolin-2-ol CC(C[C@H]1[C@@H](C[C@H]2N(CCC3=CC(=C(C=C23)OC)OCC(C)(C)O)C1)O)(C)C